5-(N-(2-(4-(4-acetylaminobenzoyl)piperazin-1-yl)phenyl)-N-phenethylsulfamoyl)-3-methylbenzofuran-2-carboxylic acid C(C)(=O)NC1=CC=C(C(=O)N2CCN(CC2)C2=C(C=CC=C2)N(S(=O)(=O)C=2C=CC3=C(C(=C(O3)C(=O)O)C)C2)CCC2=CC=CC=C2)C=C1